N-(5-(3-methylpyridin-2-yl)-1,3,4-thiadiazol-2-yl)-1-ethyl-4-hydroxy-2-quinolone-3-carboxamide CC=1C(=NC=CC1)C1=NN=C(S1)NC(=O)C=1C(N(C2=CC=CC=C2C1O)CC)=O